C(C)(C)(C)OC(=O)N1[C@H](C2=CC=C(C=C2C[C@@H]1CCCC)OC)C1=CC=C(C=C1)C1=NC(=NO1)C (1S,3S)-3-butyl-6-methoxy-1-(4-(3-methyl-1,2,4-oxadiazol-5-yl)phenyl)-3,4-dihydroisoquinoline-2(1H)-carboxylic acid tert-butyl ester